[1-(3-bromo-5-methoxyphenyl)pyrazol-4-yl]methanol BrC=1C=C(C=C(C1)OC)N1N=CC(=C1)CO